2-(3-(ethoxymethyl)benzyl)ethanol C(C)OCC=1C=C(CCCO)C=CC1